4,5,6,7-tetrahydro-1H-benzotriazol N1N=NC2=C1CCCC2